(2,4-dihydroxyphenyl)-2-(4-hydroxyphenyl)-ethanone OC1=C(C=CC(=C1)O)C(CC1=CC=C(C=C1)O)=O